tert-Butyl 4-hydroxy-4-(3-(hydroxymethyl)-6-methylpyridin-2-yl)piperidine-1-carboxylate OC1(CCN(CC1)C(=O)OC(C)(C)C)C1=NC(=CC=C1CO)C